1-pentyl-2-propylpyrrolium fluoride [F-].C(CCCC)[NH+]1C(=CC=C1)CCC